(R,E)-N-(4-((5-bromo-2-methoxyphenyl)amino)-7-methoxyquinazolin-6-yl)-2-fluoro-3-(pyrrolidin-2-yl)acrylamide BrC=1C=CC(=C(C1)NC1=NC=NC2=CC(=C(C=C12)NC(/C(=C\[C@@H]1NCCC1)/F)=O)OC)OC